FC=1C(=NC(=NC1)NC1C(NC2=C(O1)C(=CC=C2)CN(CC)CC)=O)C=2C=CC1=C(N(C=N1)C(C)C)C2 ((5-fluoro-4-(1-isopropyl-1H-benzo[d]imidazol-6-yl)pyrimidin-2-yl)amino)-8-((diethylamino)methyl)-2H-benzo[b][1,4]oxazin-3(4H)-one